Cl.ClC=1C=NC(=NC1)C1CCNCC1 5-chloro-2-(piperidin-4-yl)pyrimidine hydrochloride